MOLYBDENUM-BISMUTH [Bi].[Mo]